C1=CC(=CC(=C1)I)C(F)(F)F m-iodotrifluorotoluene